3-(2-isopropoxyphenyl)piperazine C(C)(C)OC1=C(C=CC=C1)C1CNCCN1